[Br-].[PH4+].C(C)NCC.C(C)NCC.C(C)NCC.C(C)NCC tetradiethylamine phosphonium bromide